BrC=1C=C(NC1)C(=O)OCC ethyl 4-bromopyrrole-2-carboxylate